C(C)(=O)N\C=C/C(=O)O (Z)-3-acetamidoprop-2-enoic acid